C(C1=CC=CC=C1)(=O)O[C@H]1[C@@H](N(CC1)C(=O)OCC1=CC=CC=C1)CC1=CC=CC=C1 |o1:9,10| benzyl (2S*,3R*)-3-(benzoyloxy)-2-benzylpyrrolidine-1-carboxylate